(n-propyl)(2,2,3,3,3-pentafluoro-n-propyl)ether C(CC)OCC(C(F)(F)F)(F)F